CC1=CC(NN1)=O 5-methyl-1H-pyrazol-3(2H)-one